C1(CC1)C=1C=CC(=C(C1)[C@H]1CC2(CN(C2)C(=O)C2CC(C2)(C)O)CC1)F |r| (rac)-(6-(5-Cyclopropyl-2-fluorophenyl)-2-azaspiro[3.4]octan-2-yl)((1s,3s)-3-hydroxy-3-methylcyclobutyl)methanon